2-(4-(4-bromophenyl)-3,3-difluoro-4-((triethylsilyl)oxy)buten-1-yl)benzamide BrC1=CC=C(C=C1)C(C(C=CC1=C(C(=O)N)C=CC=C1)(F)F)O[Si](CC)(CC)CC